C(C)(C)(C)OC(=O)N1CC=2N(CC1)C(=NC2)CO 3-(hydroxymethyl)-5,6-dihydroimidazo[1,5-a]pyrazine-7(8H)-carboxylic acid tert-butyl ester